NC=1N=NC(=CC1N1CC2CCC(C1)N2C(=O)OC(C)(C)C)C2=C(C=CC=C2)O tert-butyl 3-(3-amino-6-(2-hydroxyphenyl)pyridazin-4-yl)-3,8-diazabicyclo[3.2.1]octane-8-carboxylate